C(C)(=O)NC1=CC=C(C=C1)CC(=O)N[C@@H]1C(NC(CC1)=O)=O (S)-2-(4-acetamidophenyl)-N-(2,6-dioxopiperidin-3-yl)acetamide